5-(Difluoromethoxy)-2-iodo-1-(methoxymethoxy)-3-methylbenzene FC(OC=1C=C(C(=C(C1)OCOC)I)C)F